amino-2-(4'-aminophenyl)benzimidazole tert-butyl-3-[(5-bromo-3-ethylpyrazin-2-yl)oxy]pyrrolidine-1-carboxylate C(C)(C)(C)OC(=O)N1CC(CC1)OC1=NC=C(N=C1CC)Br.NC1=CC=CC=2N=C(NC21)C2=CC=C(C=C2)N